ClC=1N=C(C2=C(N1)N(C=C2)COCC[Si](C)(C)C)Cl 2,4-Dichloro-7-((2-(trimethylsilyl)ethoxy)methyl)-7H-pyrrolo[2,3-d]pyrimidine